C1(C=CC(N1CCCCCCCCCCC(=O)O)=O)=O 11-maleimidoundecanoic Acid